OCC(C(=O)N)(NC(=O)C=1C(=NN2C1C=C(C=C2)OCC=2C=NC(=CC2)C)C)C 3-hydroxy-2-methyl-2-({2-methyl-5-[(6-methylpyridin-3-yl)methoxy]pyrazolo[1,5-a]pyridin-3-yl}formamido)propanamide